1-(3-(8-(4-Chlorophenyl)-2-imino-3-methyl-2,3-dihydro-1H-imidazo[4,5-c]quinolin-1-yl)phenyl)ethan-1-one tert-butyl-3-fluoro-4-((methylsulfonyl)oxy)piperidine-1-carboxylate C(C)(C)(C)OC(=O)N1CC(C(CC1)OS(=O)(=O)C)F.ClC1=CC=C(C=C1)C1=CC=2C3=C(C=NC2C=C1)N(C(N3C=3C=C(C=CC3)C(C)=O)=N)C